N-(3-fluorophenyl)-7-methoxy-2-(tetrahydro-2H-pyran-4-yl)imidazo[1,2-a]pyridine-6-carboxamide FC=1C=C(C=CC1)NC(=O)C=1C(=CC=2N(C1)C=C(N2)C2CCOCC2)OC